CN1N=CC(=C1)S(=O)(=O)NCC(C1=CC=C(C=C1)C1=NOC(=N1)C(F)(F)F)=O 1-methyl-N-(2-oxo-2-(4-(5-(trifluoromethyl)-1,2,4-oxadiazol-3-yl)phenyl)ethyl)-1H-pyrazole-4-sulfonamide